BrC1=C(C(=CC=C1)NC1=NN=NN1C)N 3-Bromo-N1-(1-methyl-1H-tetrazol-5-yl)benzene-1,2-diamine